4,5-dimethyl-2-ethyl-3-thiazoline CC1=NC(SC1C)CC